3-(3-bromo-2-methylphenyl)-5-(chloromethyl)-1,2,4-oxadiazole BrC=1C(=C(C=CC1)C1=NOC(=N1)CCl)C